2-phenyl-N-((5-(2,6-dioxopiperidin-3-yl)-4-oxo-5,6-dihydro-4H-thieno[3,4-c]pyrrol-1-yl)methyl)-2-oxoacetamide C1(=CC=CC=C1)C(C(=O)NCC=1SC=C2C1CN(C2=O)C2C(NC(CC2)=O)=O)=O